C(C=C)OC1=C(C=CC(=C1F)F)C(O)C1SC=CN1C (2-allyloxy-3,4-difluoro-phenyl)-(3-methyl-2-thiazolyl)methanol